C1N(CN(CN1[N+](=O)[O-])[N+](=O)[O-])[N+](=O)[O-] The molecule is an N-nitro compound that is 1,3,5-triazinane in which all three of the hydrogens attached to the nitrogens have been replaced by nitro groups. It is widely used in both industrial and military explosives. It has a role as an explosive. It is a member of 1,3,5-triazinanes and a N-nitro compound.